ethyl (S)-5-(6-(1-amino-1,3-dihydrospiro[indene-2,4'-piperidine]-1'-yl)-4-oxo-4,5-dihydro-1H-pyrazolo[3,4-d]pyrimidin-3-yl)-7,8-dihydroquinoline-3-carboxylate N[C@@H]1C2=CC=CC=C2CC12CCN(CC2)C=2NC(C1=C(N2)NN=C1C=1C=2C=C(C=NC2CCC1)C(=O)OCC)=O